3',4',5,7-tetrahydroxyflavone ethyl-3-[7-fluoro-5-(3-fluoro-N-methyl-anilino)-[1,2,4]triazolo[4,3-a]quinazolin-8-yl]propanoate C(C)C(C(=O)O)CC1=C(C=C2C(=NC=3N(C2=C1)C=NN3)N(C3=CC(=CC=C3)F)C)F.OC=3C=C(C=1OC2=CC(=CC(=C2C(C1)=O)O)O)C=CC3O